1,3,4-tetrahydronaphthalene C1CCC2=CC=CC=C2C1